1-azidocyclopropanecarboxamide N(=[N+]=[N-])C1(CC1)C(=O)N